C(C)(C)(C)OC(=O)N(CCOCCOCCOCCOCCOC/C=C/C(=O)OCC)C(=O)OC(C)(C)C ethyl (E)-4-[2-[2-[2-[2-[2-[bis(tert-butoxycarbonyl)amino]ethoxy]ethoxy] ethoxy]ethoxy]ethoxy]but-2-enoate